FC1=C(C=CC=C1F)[C@@H]1N(OCC1)C1=CC(=NC=N1)NC=1C=C(C=CC1)[C@@H]1N(OCC1)C(=O)OC(C)(C)C tert-butyl (R)-3-(3-((6-((R)-3-(2,3-difluorophenyl) isoxazolidin-2-yl) pyrimidine-4-yl)amino)phenyl)isooxazolidine-2-carboxylate